C(C)(C)C=1N=C2C=CC=CC2=C2C=CC(=CC12)C 6-isopropyl-8-methylphenanthridine